ClC=1C=C(C=CC1)N1N=C(C2=C1C(N(CC2)C2=CC1=C(CCCN(C1=O)C)C=C2)=O)C(=O)O 1-(3-chlorophenyl)-6-(2-methyl-1-oxo-4,5-dihydro-3H-2-benzazepin-8-yl)-7-oxo-4,5-dihydropyrazolo[3,4-c]pyridine-3-carboxylic acid